methyl β-D-glucopyranosyl-(1→6)-[β-D-glucopyranosyl-(1→4)-β-D-glucopyranosyl-(1→2)]-β-D-glucopyranoside [C@@H]1([C@H](O)[C@@H](O)[C@H](O)[C@H](O1)CO)OC[C@@H]1[C@H]([C@@H]([C@H]([C@H](OC)O1)O[C@H]1[C@H](O)[C@@H](O)[C@H](O[C@H]2[C@H](O)[C@@H](O)[C@H](O)[C@H](O2)CO)[C@H](O1)CO)O)O